6-fluoro-5-(1-(3-fluoropropyl)-1H-benzo[d][1,2,3]triazol-6-yl)-4-methoxy-N-(2-oxaspiro[3.5]nonan-7-yl)pyrrolo[2,1-f][1,2,4]triazin-2-amine FC=1C(=C2C(=NC(=NN2C1)NC1CCC2(COC2)CC1)OC)C=1C=CC2=C(N(N=N2)CCCF)C1